ClC=1C=C(NC2=C3NC=NC3=NC=N2)C=CC1 6-(3-Chloroanilino)purine